C1=CC=CC=2N(CC3=C(C#CC21)C=CC=C3)C(CCNC(CCN3C(C=CC3=O)=O)=O)=O N-[3-(11,12-Didehydrodibenz[b,f]azocin-5(6H)-yl)-3-oxopropyl]-2,5-dihydro-2,5-dioxo-1H-pyrrole-1-propanamide